2,6-bis((S)-4-phenethyl-4,5-dihydrooxazol-2-yl)pyridine C(CC1=CC=CC=C1)[C@@H]1N=C(OC1)C1=NC(=CC=C1)C=1OC[C@@H](N1)CCC1=CC=CC=C1